FC(C=1C=C(C(=O)C2=CC(=C(C=C2)N)C(F)(F)F)C=CC1N)(F)F 3,3'-bis(trifluoromethyl)-4,4'-diaminobenzophenone